N-(2-(((cis-4-phenylcyclohexyl)oxy)methyl)pyridin-3-yl)methanesulfonamide C1(=CC=CC=C1)[C@H]1CC[C@H](CC1)OCC1=NC=CC=C1NS(=O)(=O)C